rac-3-(2-hydroxy-5-methylphenyl)-5-(tetrahydro-2H-pyran-4-yl)-4-(4-(trifluoromethyl)phenyl)-4,5-dihydro-6H-pyrrolo[3,4-d]isoxazol-6-one OC1=C(C=C(C=C1)C)C1=NOC2=C1[C@H](N(C2=O)C2CCOCC2)C2=CC=C(C=C2)C(F)(F)F |r|